C(CCCCCCC\C=C/CCCCCCCC)(=O)[O-].[Bi+3].C(CCCCCCC\C=C/CCCCCCCC)(=O)[O-].C(CCCCCCC\C=C/CCCCCCCC)(=O)[O-] bismuth (III) oleate